FC=1C(=C(C=C(C1)C(C)(C)C1=CN=CO1)[C@H](C(=O)O)N1C[C@@H](CC1)OCCCCCC1=NC=2NCCCC2C=C1)OC (R)-2-(3-fluoro-2-methoxy-5-(2-(oxazol-5-yl)propan-2-yl)phenyl)-2-((R)-3-((5-(5,6,7,8-tetrahydro-1,8-naphthyridin-2-yl)pentyl)oxy)pyrrolidin-1-yl)acetic acid